C(CCC)C1(C(=O)O1)CCCC 2-butyl-2-caprolactone